COC(C1=CC(=NC=C1C=1OC2=C(N1)C=CC=C2)Br)=O 5-(benzo[d]oxazol-2-yl)-2-bromoisonicotinic acid methyl ester